1,2-bis((di-t-butylphosphino)methyl)benzene C(C)(C)(C)P(C(C)(C)C)CC1=C(C=CC=C1)CP(C(C)(C)C)C(C)(C)C